C(CCCCCCC\C=C/CCCCCCCC)N[C@@H](CO)[C@H](O)CCCCCCCCCCCCCCC N-oleyl-sphinganine